7-(4-methoxybenzyl)-6-oxo-5,6,7,8-tetrahydroimidazo[1,2-a]pyrazin COC1=CC=C(CN2CC=3N(CC2=O)C=CN3)C=C1